4-(1-isocyanato-5,6,7,8-tetrahydronaphthalen-2-yl)-2-methoxypyridine N(=C=O)C1=C(C=CC=2CCCCC12)C1=CC(=NC=C1)OC